C(C)C=1C(N(C=CC1)C1=CC=CC=C1)=O 3-ethyl-1-phenyl-2(1H)pyridone